(S)-1-cyano-N-(4-methyl-5-(morpholinomethyl)thiazol-2-yl)pyrrolidine-3-carboxamide C(#N)N1C[C@H](CC1)C(=O)NC=1SC(=C(N1)C)CN1CCOCC1